5-amino-4-bromo-1-methyl-1H-pyrazolo[3,4-b]pyridine-6-carboxamide NC=1C(=C2C(=NC1C(=O)N)N(N=C2)C)Br